FC=1C=2N(C=CC1)N=C(C2)[C@H]2N(CCC1=C2N=CN1)C(=O)C=1OC(=NN1)C1=NC=CC=C1F (S)-(4-(4-fluoropyrazolo[1,5-a]pyridin-2-yl)-6,7-dihydro-1H-imidazo[4,5-c]pyridin-5(4H)-yl)(5-(3-fluoropyridin-2-yl)-1,3,4-oxadiazol-2-yl)methanone